1-((dimethylamino)(thiomorpholino)methylene)-1H-[1,2,3]triazolo[4,5-b]pyridinium CN(C)C(=[N+]1N=NC2=NC=CC=C21)N2CCSCC2